1,2,3-triazolenicotinic acid N1N=NC(=C1)C1=CC=NC=C1C(=O)O